N(CC)CC 2,2'-iminodiethan